C(#N)C1=C(C=CC=C1)[C@H]([C@@H](C)C=1N(C(C(=C(N1)C(=O)NC=1C=NOC1)O)=O)C)C=1C=NN(C1)C(C)C 2-((1s,2r)-1-(2-cyanophenyl)-1-(1-isopropyl-1H-pyrazol-4-yl)propan-2-yl)-5-hydroxy-N-(isoxazol-4-yl)-1-methyl-6-oxo-1,6-dihydropyrimidine-4-carboxamide